Trans-N-[3-(4-cyclobutoxy-2-methoxypyridin-3-yl)-1-{[2-(trimethylsilyl)ethoxy]methyl}pyrrolo[2,3-b]pyridin-6-yl]-2-[(dimethylamino)methyl]cyclopropane-1-carboxamide C1(CCC1)OC1=C(C(=NC=C1)OC)C1=CN(C2=NC(=CC=C21)NC(=O)[C@H]2[C@@H](C2)CN(C)C)COCC[Si](C)(C)C